2-(2-bromo-4-fluoro-6-((4-methoxybenzyl)oxy)phenyl)-1,3-dioxolane BrC1=C(C(=CC(=C1)F)OCC1=CC=C(C=C1)OC)C1OCCO1